(6-phenylimidazo[1,5-a]pyridin-5-yl)methylamine C1(=CC=CC=C1)C=1C=CC=2N(C1CN)C=NC2